FC1=C(C=C(C=C1)C(NCCN1CCCCC1)=O)NC(=O)C=1C=C2C(=NC1)NC(=C2)C=2C=NN(C2)CCOC N-(2-fluoro-5-((2-(piperidin-1-yl)ethyl)carbamoyl)phenyl)-2-(1-(2-methoxyethyl)-1H-pyrazol-4-yl)-1H-pyrrolo[2,3-b]pyridine-5-carboxamide